COC1=NC(=NC(=C1)OC)COC=1C=C2CN(C(C2=CC1)=O)C1C(NC(CC1)=O)=O 3-(5-((4,6-dimethoxypyrimidin-2-yl)methoxy)-1-oxoisoindolin-2-yl)piperidine-2,6-dione